[C@@H]1([C@H](O)C[C@@H](C)O1)N1C(=O)N=C(N)C=C1 3',5'-dideoxycytidine